methyl 4-[[1-[2-[3-[1-(2,2-difluoro-1,3-benzodioxol-5-yl)ethyl]oxetan-3-yl]-4-pyridyl]-3-(trifluoromethyl)-4,5,6,7-tetrahydroindazol-7-yl]oxy]benzoate FC1(OC2=C(O1)C=CC(=C2)C(C)C2(COC2)C2=NC=CC(=C2)N2N=C(C=1CCCC(C21)OC2=CC=C(C(=O)OC)C=C2)C(F)(F)F)F